BrC=1C=C(CNCCCCOCCOC2=NC3=C(C4=CN=CC=C24)C=CC(=C3)C(=O)O)C=CC1OC(F)(F)F 5-(2-(4-((3-bromo-4-(trifluoromethoxy)benzyl)amino)butoxy)ethoxy)benzo[c][2,6]naphthyridine-8-carboxylic acid